Cl/C=C/CON=C(CC)C=1C(C[C@@H](CC1O)C1CCOCC1)=O |r| (RS)-2-{1-[(2E)-3-Chloroallyloxy-imino]propyl}-3-hydroxy-5-perhydropyran-4-ylcyclohex-2-en-1-on